tert-Butyl 4-[4-[3-chloro-4-[2-(5-fluoro-2-pyridyl)-2-hydroxy-propoxy]pyrazolo[1,5-a]pyridin-6-yl]-5-methyl-triazol-1-yl]piperidine-1-carboxylate ClC=1C=NN2C1C(=CC(=C2)C=2N=NN(C2C)C2CCN(CC2)C(=O)OC(C)(C)C)OCC(C)(O)C2=NC=C(C=C2)F